sodium 4-(dodecan-2-yl)benzene-1-sulfonate CC(CCCCCCCCCC)C1=CC=C(C=C1)S(=O)(=O)[O-].[Na+]